ClC=1C=C(C(=NC1)C1=C2C(N(C(=NC2=CC(=C1)N1CC(OCC1)C=1C=NN(C1)C)C)C)=O)F 5-(5-chloro-3-fluoro-2-pyridinyl)-2,3-dimethyl-7-(2-(1-methyl-1H-pyrazol-4-yl)-4-morpholinyl)-4(3H)-quinazolinone